N-(2,2-dimethyl-2,3-dihydro-1H-inden-5-yl)-1,2,3,4-tetrahydronaphthalen-1-amine CC1(CC2=CC=C(C=C2C1)NC1CCCC2=CC=CC=C12)C